(3E,6R)-6-isopropenyl-3,9-dimethyl-3,9-decadienylpropionate C(=C)(C)[C@@H](C/C=C(/CCOC(CC)=O)\C)CCC(=C)C